ClC1=C(C=2N=C(N=C(C2C=N1)N1C[C@H]2CC[C@@H](C1)N2C(=O)OCCCC)OC[C@]21CCCN1C[C@@H](C2)F)F butyl (1R,5S)-3-(7-chloro-8-fluoro-2-(((2R,7aS)-2-fluorotetrahydro-1H-pyrrolizin-7a(5H)-yl) methoxy) pyrido[4,3-d]pyrimidin-4-yl)-3,8-diazabicyclo[3.2.1]octane-8-carboxylate